C(C1=CC=CC=C1)(=O)O[C@H](C(=O)O)[C@@H](C(=O)NC(C)C)OC(C1=CC=CC=C1)=O (2S,3S)-2,3-bis(benzoyloxy)-4-(isopropylamino)-4-oxobutanoic acid